(S)-(5-(tert-butyl)-1H-pyrazol-3-yl)(3-((7-(5-methyl-1,2,4-oxadiazol-3-yl)isoquinolin-1-yl)amino)pyrrolidin-1-yl)methanone C(C)(C)(C)C1=CC(=NN1)C(=O)N1C[C@H](CC1)NC1=NC=CC2=CC=C(C=C12)C1=NOC(=N1)C